9-(1-chloro-6-iododibenzo[b,d]furan-4-yl)-9H-carbazole ClC1=CC=C(C=2OC3=C(C21)C=CC=C3I)N3C2=CC=CC=C2C=2C=CC=CC32